3-hydroxy-5-phenoxyisobenzofuran-1(3H)-one OC1OC(C2=CC=C(C=C12)OC1=CC=CC=C1)=O